S(O)(O)(=O)=O.C(=C)N1CN(C=C1)CCCC 1-vinyl-3-butyl-imidazole bisulfate